O1C(CCCC1)N1N=CC2=CC3=C(C=C12)C=CC=C3 1-(tetrahydro-2H-pyran-2-yl)-1H-benzo[f]indazol